C(C)(C)(C)C=1OC(=C(N1)C(F)F)C(=O)N1[C@@H](C2=C(CC1)NC=N2)C=2OC1=C(N2)C=C(C=C1)F (S)-(2-(tert-butyl)-4-(difluoromethyl)oxazol-5-yl)(4-(5-fluorobenzo[d]oxazol-2-yl)-6,7-dihydro-1H-imidazo[4,5-c]pyridin-5(4H)-yl)methanone